3-(5-amino-6-methylpyrazin-2-yl)-1-benzofuran-7-carbonitrile NC=1N=CC(=NC1C)C1=COC2=C1C=CC=C2C#N